2,2,6-trimethyl-1,4-cyclohexanediol CC1(C(C(CC(C1)O)C)O)C